3-cyclopropyl-1-(2-fluoro-4-iodophenyl)-5-hydroxy-6,8-dimethylpyrido[2,3-d]pyrimidine-2,4,7-trione C1(CC1)N1C(N(C2=C(C1=O)C(=C(C(N2C)=O)C)O)C2=C(C=C(C=C2)I)F)=O